C(CC)NN=CC acetaldehyde propylhydrazone